COC1=CC=C(CN2C(C3=CC=C(C=C3C=N2)C=C)=O)C=C1 2-(4-methoxybenzyl)-6-vinylphthalazin-1(2H)-one